3-bromo-1,1-cyclobutanedicarboxylic acid BrC1CC(C1)(C(=O)O)C(=O)O